ethyl 2-(3-((tert-butoxycarbonyl)amino)propyl)-4-methyl-4-nitropentanoate C(C)(C)(C)OC(=O)NCCCC(C(=O)OCC)CC(C)([N+](=O)[O-])C